OC1=CC=C(C(=O)OCCCCCCCCCCCCCCCCCC)C=C1 octadecyl para-hydroxybenzoate